C(C)O[C@H]1CC[C@H](CC1)NC=1N=CC2=C(N1)NC=C2C=2C=C1C=CC=NC1=CC2 N-(cis-4-ethoxycyclohexyl)-5-(quinolin-6-yl)-7H-pyrrolo[2,3-d]pyrimidin-2-amine